tert-butyl (R)-3-(3-(4-carbamoyloxazol-2-yl)-5-chlorophenyl)morpholine-4-carboxylate C(N)(=O)C=1N=C(OC1)C=1C=C(C=C(C1)Cl)[C@H]1N(CCOC1)C(=O)OC(C)(C)C